N1C=NC(=C1)CN1C=CC2=CC=C(C=C12)C#N 1-((1H-imidazol-4-yl)methyl)-1H-indole-6-carbonitrile